7-methoxy-1-methyl-2-(10-methyl-9-oxo-1,10,19-triazatricyclo[10.5.2.015,18]nonadec-12(19),13,15(18),16-tetraen-17-yl)benzimidazole-5-carboxylic acid methyl ester COC(=O)C1=CC2=C(N(C(=N2)C2=CC=3C=CC=4CN(C(CCCCCCCN2C3N4)=O)C)C)C(=C1)OC